NC1=NC=C(C(=C1C=1C=C(C=CC1)CC#N)CC)C1=CC=C(C=C1)O 2-[3-[2-amino-4-ethyl-5-(4-hydroxyphenyl)-3-pyridinyl]phenyl]acetonitrile